FC1=CC(=C(C=C1)C=1C2=C(C(=NC1C=1C=NC=3CCN(CC3C1)C(C=C)=O)C=1C=C3CCN(CC3=CC1)C(=O)OC(C)(C)C)C=CS2)OCCOC tert-butyl 6-[7-[4-fluoro-2-(2-methoxyethoxy)phenyl]-6-(6-prop-2-enoyl-7,8-dihydro-5H-1,6-naphthyridin-3-yl)thieno[3,2-c]pyridin-4-yl]-3,4-dihydro-1H-isoquinoline-2-carboxylate